(3-(3,5-dimethylisoxazol-4-yl)-1-methyl-1H-indazol-6-yl)(4-(1-(3-fluorobenzyl)-1H-benzo[d]imidazol-2-yl)piperidin-1-yl)methanone CC1=NOC(=C1C1=NN(C2=CC(=CC=C12)C(=O)N1CCC(CC1)C1=NC2=C(N1CC1=CC(=CC=C1)F)C=CC=C2)C)C